CN1C(=NN=C1)CC1(COC1)C=1C=C(C=CC1)N1C(C2=C(C=C1)C=C(N2)CN2C[C@H](CCC2)C)=O (S)-6-(3-(3-((4-methyl-4H-1,2,4-triazol-3-yl)methyl)oxetan-3-yl)phenyl)-2-((3-methylpiperidin-1-yl)methyl)-1,6-dihydro-7H-pyrrolo[2,3-c]pyridin-7-one